ClC1=NC=C(C(=N1)C)CN1NC=C(N1)[N+](=O)[O-] 2-chloro-4-methyl-5-((4-nitro-3H-1,2,3-triazol-2-yl)methyl)pyrimidine